nickel dinitrobenzoate [N+](=O)([O-])C=1C(=C(C(=O)[O-])C=CC1)[N+](=O)[O-].[Ni+2].[N+](=O)([O-])C=1C(=C(C(=O)[O-])C=CC1)[N+](=O)[O-]